2-[[phenylhydroxyphosphinyl]oxy]glutaric acid C1(=CC=CC=C1)P(=O)(OC(C(=O)O)CCC(=O)O)O